9,10-di(isopropoxy)anthracene tert-butyl-5-[5-chloro-2-[[5-(2-oxopyrrolidin-1-yl)-3-pyridyl]amino]pyrimidin-4-yl]-3,6-dihydro-2H-pyridine-1-carboxylate C(C)(C)(C)OC(=O)N1CCC=C(C1)C1=NC(=NC=C1Cl)NC=1C=NC=C(C1)N1C(CCC1)=O.C(C)(C)OC=1C2=CC=CC=C2C(=C2C=CC=CC12)OC(C)C